CN1N=CC2=CC=C(C=C12)C#N 1-Methyl-1H-indazole-6-carbonitrile